Methyl 2-((4-(4-benzylamino-2,6-dichlorophenoxy)-3,5-dichlorophenyl) amino)-2-oxoacetate C(C1=CC=CC=C1)NC1=CC(=C(OC2=C(C=C(C=C2Cl)NC(C(=O)OC)=O)Cl)C(=C1)Cl)Cl